ClC1=CC=C(S1)CNC1=CC(=NN1)C1CN(C1)C(=O)OCC=C prop-2-en-1-yl 3-(5-[(5-chlorothiophen-2-yl)methyl]amino-1H-pyrazol-3-yl)azetidine-1-carboxylate